5-Carboxylcytosine C(=O)(O)C=1C(=NC(NC1)=O)N